C(C)(C)(C)OC(=O)N1CC(C1)(C#N)N(C(CCl)=O)CC1=CC=C(C=C1)C(F)(F)F 3-(2-chloro-N-(4-(trifluoromethyl)benzyl)acetamido)-3-cyanoazetidine-1-carboxylic acid tert-butyl ester